C(C)N([C@@H](CSC1(CC=C(CC1)C(C)C)C)C(=O)O[C@@H](CNC(C)(C)C)C1=C2C=NN(C2=C(C=C1)F)COCC[Si](C)(C)C)C(=O)OC(C)(C)C (R)-2-(tert-butylamino)-1-(7-fluoro-1-((2-(trimethylsilyl)ethoxy)methyl)-1H-indazol-4-yl)ethan-1-ol ethyl-N-(tert-butoxycarbonyl)-S-(4-isopropyl-1-methylcyclohex-3-en-1-yl)cysteinate